O=C1CC2C(C([C@H]3[C@@H]4CC[C@H]([C@@H](CCC(=O)O)C)[C@]4(CC[C@@H]3[C@]2(CC1)C)C)=O)CC 3,7-dioxo-6-ethyl-cholan-24-oic acid